rac-4-{5-[(3R)-2,6-dioxopiperidin-3-yl]Pyridin-2-yl}-1,4-diazacycloheptane-1-carboxylic acid tert-butyl ester C(C)(C)(C)OC(=O)N1CCN(CCC1)C1=NC=C(C=C1)[C@@H]1C(NC(CC1)=O)=O |r|